2-{3-[trans-3-(5-amino-7-methoxy[1,2,4]triazolo[1,5-c]quinazolin-2-yl)cyclobutyl]phenyl}propan-2-ol NC1=NC=2C(=CC=CC2C=2N1N=C(N2)[C@@H]2C[C@H](C2)C=2C=C(C=CC2)C(C)(C)O)OC